CC1(OC=2C=C(C(=C(C2C2C1CCC(=C2)C)O)C2=NC=NC=C2)CCCCC)C 6,6,9-trimethyl-3-pentyl-2-(pyrimidin-4-yl)-6a,7,8,10a-tetrahydro-6H-benzo[c]chromen-1-ol